BrC=1C=CC(=NC1)C1(CC(C1)(F)F)C(=O)OC methyl 1-(5-bromo-2-pyridinyl)-3,3-difluoro-cyclobutanecarboxylate